CC1=CC=C(C=C1)S(=O)(=O)O.N[C@@H]1CCC2=CC(=CC=C12)C#N (R)-1-amino-2,3-dihydro-1H-indene-5-carbonitrile 4-methylbenzenesulfonate